C(C)(C)(C)OC(CNCCN([C@@H](CC(=O)OC(C)(C)C)C(=O)OC(C)(C)C)CCNCC(OC(C)(C)C)=O)=O di-tert-butyl N,N-bis(2-((2-(tert-butoxy)-2-oxoethyl)amino)ethyl)-L-aspartate